4-((2-((3R,4R)-3-Amino-4-fluoro-1-piperidinyl)-5,6-difluoro-1H-benzimidazol-1-yl)methyl)-2-methylbenzonitril N[C@@H]1CN(CC[C@H]1F)C1=NC2=C(N1CC1=CC(=C(C#N)C=C1)C)C=C(C(=C2)F)F